12-pentacosadiynecarboxylic acid C#CC#CCCCCCCCC(CCCCCCCCCCCCC)C(=O)O